3-amino-6-(4-methylsulfonylphenyl)-N-phenylpyrazine-2-carboxamide NC=1C(=NC(=CN1)C1=CC=C(C=C1)S(=O)(=O)C)C(=O)NC1=CC=CC=C1